5-({5-[(1s,4s)-4-hydroxycyclohexyl]-2-(2-methylprop-2-yl)pyrazol-3-yl}amino)-2,3-dihydro-1λ6-benzothiophene-1,1-dione OC1CCC(CC1)C=1C=C(N(N1)C(C)(C)C)NC=1C=CC2=C(CCS2(=O)=O)C1